tert-butyl N-[(1S)-2-[methoxy(methyl)amino]-2-oxo-1-[[(3S)-2-oxopyrrolidin-3-yl]methyl]ethyl]carbamate CON(C([C@H](C[C@H]1C(NCC1)=O)NC(OC(C)(C)C)=O)=O)C